(5S)-N-((4-chlorophenyl)(thiophen-2-yl)methyl)-2-oxooxazolidine-5-carboxamide ClC1=CC=C(C=C1)C(NC(=O)[C@@H]1CNC(O1)=O)C=1SC=CC1